FC1=C(CC2=NC3=C(N2CCOC)C=C(C=C3)C(=O)O)C=C(C(=C1)C1=NC(=CC=C1)OCC1=NC=C(N=C1)C=1C=NN(C1)C)F 2-(2,5-difluoro-4-(6-((5-(1-methyl-1H-pyrazol-4-yl)pyrazin-2-yl)methoxy)pyridin-2-yl)benzyl)-1-(2-methoxyethyl)-1H-benzo[d]imidazole-6-carboxylic acid